[1-(pyridin-3-yl)azetidin-3-yl]acetic acid ethyl ester C(C)OC(CC1CN(C1)C=1C=NC=CC1)=O